(S)-3-cyclopropyl-N-(8-fluoro-7-(3-hydroxy-3-methylbut-1-yn-1-yl)-5-methyl-4-oxo-2,3,4,5-Tetrahydrobenzo[b][1,4]oxazepine-3-yl)imidazo[2,1-b]thiazole-6-carboxamide C1(CC1)C=1N2C(SC1)=NC(=C2)C(=O)N[C@@H]2C(N(C1=C(OC2)C=C(C(=C1)C#CC(C)(C)O)F)C)=O